ClC=1C=C2C(=NC1)NC=C2 5-chloro-1H-pyrrolo[2,3-b]Pyridine